(E)-N'-acetoxy-4-amino-2-(methylthio)pyrimidine-5-carboximidamide (R)-2-amino-5-(2-chlorophenyl)-4-oxo-4,5-dihydrofuran-3-yl-5-d-phenylmethanesulfonate NC=1OC(C(C1[C@H](S(=O)(=O)O)C1=CC=CC=C1)=O)([2H])C1=C(C=CC=C1)Cl.C(C)(=O)O\N=C(\N)/C=1C(=NC(=NC1)SC)N